1-(5-(3,8-diazabicyclo[3.2.1]oct-3-yl)-1-oxoisoindolin-2-yl)dihydropyrimidine-2,4(1h,3h)-dione C12CN(CC(CC1)N2)C=2C=C1CN(C(C1=CC2)=O)N2C(NC(CC2)=O)=O